(R)-N-(3-(1H-pyrazol-3-yl)pyridin-2-yl)-4-(1-methyl-1H-1,2,3-triazol-4-yl)-N-(piperidin-3-yl)benzamide N1N=C(C=C1)C=1C(=NC=CC1)N(C(C1=CC=C(C=C1)C=1N=NN(C1)C)=O)[C@H]1CNCCC1